FC=1C=2C=3N(C(NC2C=CC1)=O)C=CN3 10-fluoroimidazo[1,2-c]quinazolin-5(6H)-one